N-behenyl-behenoyl-amide C(CCCCCCCCCCCCCCCCCCCCC)[N-]C(CCCCCCCCCCCCCCCCCCCCC)=O